ClC(OC1=CC=C(C=C1)NC(=O)C1=CC2=C(N(C(=N2)C(F)F)[C@@H](CF)C)C(=C1)C1=CC=NN1C1OCCCC1)(F)F N-(4-(chlorodifluoromethoxy)phenyl)-2-(difluoromethyl)-1-((R)-1-fluoroprop-2-yl)-7-(1-(tetrahydro-2H-pyran-2-yl)-1H-pyrazol-5-yl)-1H-benzo[d]imidazole-5-carboxamide